C[C@@H]1N(C2=CC=CC=C2[C@@H](C1)NC1=CC=C(C=C1)C1=CN=C2N1CCNC2)C(CC)=O 1-((2S,4R)-2-methyl-4-{[4-(5,6,7,8-tetrahydroimidazo[1,2-a]pyrazin-3-yl)phenyl]amino}-3,4-dihydroquinolin-1(2H)-yl)propan-1-one